2-[2-(3-amino-propoxy)ethoxy]ethanol NCCCOCCOCCO